3-((4-ethylphenyl)sulfonyl)-6-methyl-4-(4-methyl-1,4-diazepan-1-yl)quinoline C(C)C1=CC=C(C=C1)S(=O)(=O)C=1C=NC2=CC=C(C=C2C1N1CCN(CCC1)C)C